ClC1=NC=CC(=C1COC)Cl 2,4-Dichloro-3-(methoxymethyl)pyridine